7-Cyclopropylpyrazolo[1,5-a]pyrimidine-3-carboxylic acid C1(CC1)C1=CC=NC=2N1N=CC2C(=O)O